O=C1NC(CCC1N1C(C2=CC=C(C=C2C1=O)N1CC(C1)OCCN1CCC(CC1)OC1CN(C1)C1=NC=C(C=C1)C=1C=CC=2C3=C(N(C2C1)C)C=CN=C3)=O)=O 2-(2,6-dioxopiperidin-3-yl)-5-(3-(2-(4-((1-(5-(5-methyl-5H-pyrido[4,3-b]indol-7-yl)pyridin-2-yl)azetidin-3-yl)oxy)piperidin-1-yl)ethoxy)azetidin-1-yl)isoindoline-1,3-dione